C1(NCC12CCC2)C(=O)O 2-azaspiro[3.3]heptane-1-carboxylic acid